COCOC1=C(C=C2C=C(NC2=C1)C)C=1C(=NC2=CC=CN=C2C1)N(C1CCN(CC1)C)C [6-(methoxymethoxy)-2-methylindol-5-yl]-N-methyl-N-(1-methylpiperidin-4-yl)-1,5-naphthyridin-2-amine